NC1=CC=C2CCN(C2=C1)C(=O)OC(C)(C)C tert-butyl 6-aminoindoline-1-carboxylate